N1=CN=CC2=C1NC(C=C2)=O 7H,8H-pyrido[2,3-d]pyrimidin-7-one